2-methyl-4-pyridin-2-ylisoquinolin CN1CC2=CC=CC=C2C(=C1)C1=NC=CC=C1